norbornendiamine C12(C(=CC(CC1)C2)N)N